C1=NC(=CC2=CC=CC=C12)O Isoquinoline-3-ol